1-((1R,5S)-8-(3-fluoropyridin-4-yl)-3,8-diazabicyclo[3.2.1]octan-3-yl)-2-(((3-methoxyquinolin-5-yl)methyl)amino)ethan-1-one FC=1C=NC=CC1N1[C@H]2CN(C[C@@H]1CC2)C(CNCC2=C1C=C(C=NC1=CC=C2)OC)=O